tert-butyl (3S,4aR,6R,8aR)-6-{2-[1-(acetoxymethyl)-1H-tetraazol-5-yl]ethyl}-3-(2-ethylbutoxycarbonyl)perhydro-2-isoquinolinecarboxylate C(C)(=O)OCN1N=NN=C1CC[C@@H]1C[C@@H]2C[C@H](N(C[C@@H]2CC1)C(=O)OC(C)(C)C)C(=O)OCC(CC)CC